FC1(C2(CN(C2)C/C=C/C(=O)OC)CCN(C1)CC1=NC=2NCCCC2C=C1)F methyl (E)-4-(5,5-difluoro-7-((5,6,7,8-tetrahydro-1,8-naphthyridin-2-yl)methyl)-2,7-diazaspiro[3.5]nonane-2-yl)but-2-enoate